3-[3-(2-mesylphenyl)-1-bicyclo[1.1.1]pentanyl]azetidine S(=O)(=O)(C)C1=C(C=CC=C1)C12CC(C1)(C2)C2CNC2